2-(2-((7-(3-(aminomethyl)-2-fluorophenyl)-2-fluorobenzofuran-5-yl)methoxy)-5-fluorophenyl)acetic acid NCC=1C(=C(C=CC1)C1=CC(=CC=2C=C(OC21)F)COC2=C(C=C(C=C2)F)CC(=O)O)F